2-{5-[Methyl(1-methylpiperidin-4-yl)amino][1,3]thiazolo[5,4-d][1,3]thiazol-2-yl}-5-(1H-pyrazol-4-yl)phenol CN(C=1SC2=C(N1)SC(=N2)C2=C(C=C(C=C2)C=2C=NNC2)O)C2CCN(CC2)C